C(N)(=O)C1=CN=C(O1)C1=C(OC=2C1=NC(=CC2NCC=2OC=CC2)Cl)C[C@H](C)NC(OC(C)(C)C)=O tert-butyl N-[(2S)-1-[3-(5-carbamoyl-1,3-oxazol-2-yl)-5-chloro-7-[(furan-2-ylmethyl) amino]furo[3,2-b]pyridin-2-yl]propan-2-yl]carbamate